C1(CCCCC1)NC1=CC(=NC=2N1N=CC2)C2=CC=C(C=C2)S(=O)(=O)C N-cyclohexyl-5-(4-(methylsulfonyl)phenyl)pyrazolo[1,5-a]pyrimidin-7-amine